Cl.NCC1=CC(=C(S1)F)C#N 5-(aminomethyl)-2-fluorothiophene-3-carbonitrile hydrochloride